N1CC2(C3=CC=CC=C13)CCC1(CC2)OCCO1 1''H-dispiro[1,3-dioxacyclopentane-2,1'-cyclohexane-4',3''-indol]